C[C@H](\C=C/S(=O)(=O)C)NC(OC(C)(C)C)=O tert-Butyl N-[(Z,R)-1-methyl-3-methylsulfonyl-allyl]carbamate